NCCOCCOCCOCCOCCOCCOCCOCCOCCC(NCCCCCC(=O)O)=O 1-amino-27-oxo-3,6,9,12,15,18,21,24-octaoxa-28-azatetratriacontan-34-oic acid